ClC1=CC(=C(C=C1)C1=NN2C(=NC=3C(=CC=CC3C2=N1)C(F)(F)F)NC=1C(N=CC=NC1)=O)OC(F)F (6R)-6-({2-[4-chloro-2-(difluoromethoxy)phenyl]-7-(trifluoromethyl)[1,2,4]triazolo[1,5-c]quinazolin-5-yl}amino)-1,4-diazepin-5-one